nickel-cobalt-zinc-chromium [Cr].[Zn].[Co].[Ni]